(S)-1-((2'-chloro-4-(difluoromethyl)-3'-fluoro-[2,4'-bipyridin]-5-yl)oxy)-2,4-dimethylpentan-2-amine ClC1=NC=CC(=C1F)C1=NC=C(C(=C1)C(F)F)OC[C@](CC(C)C)(N)C